CC(C(=O)OC(C)OC(C1=C(C(=CC(=C1)O)CS(=O)(=O)CC1=C(C(=CC(=C1)O)C(=O)OC(C)OC(C(C)(C)C)=O)O)O)=O)(C)C 3-[[3-[1-(2,2-Dimethylpropanoyloxy)ethoxycarbonyl]-2,5-dihydroxy-phenyl]methyl-sulfonyl-methyl]-2,5-dihydroxy-benzoic acid 1-(2,2-dimethylpropanoyloxy)ethyl ester